BrC=1C=C2C(=CN(C(C2=CC1F)=O)C[C@@H](C[C@H](C)NC(OC(C)(C)C)=O)F)F tert-butyl N-[(1S,3R)-4-(6-bromo-4,7-difluoro-1-oxo-2-isoquinolyl)-3-fluoro-1-methyl-butyl]carbamate